C(N)(OC1C=CC2=CC=CC=C12)=O inden-1-yl carbamate